3-ethyl-3-methoxy-1,8-dimethyl-6H-pyrrolo[2,3-g]phthalazine-2,5-dione C(C)C1(C(N(C2=CC=3C(=NNC(C3C=C21)=O)C)C)=O)OC